CC1=NC=C(C=C1)C1=C(C=C(C=C1)[N+](=O)[O-])C=1N=NN(N1)C(C1=CC=CC=C1)(C1=CC=CC=C1)C1=CC=CC=C1 2-methyl-5-(4-nitro-2-(2-trityl-2H-tetrazol-5-yl)phenyl)pyridine